(E)-6-((tert-butoxycarbonyl)amino)-2,2-dimethyl-4-oxo-3,8-dioxa-5,7-diaza-undec-5-en-11-oic acid C(C)(C)(C)OC(=O)N\C(=N/C(OC(C)(C)C)=O)\NOCCC(=O)O